C1=NC=C(C2=CC=CC=C12)N1C(N(C[C@@H]1C#N)C1=CC(=NC=C1OC)C(F)(F)F)=O (R)-3-(isoquinolin-4-yl)-1-(5-methoxy-2-(trifluoromethyl)pyridin-4-yl)-2-oxoimidazolidine-4-carbonitrile